ClC1=CC(=C(C=C1)[C@@H]1OC2=C(C=CC=C2C=C1)C1CCN(CC1)CC1=NC2=C(C=NC(=C2)N2C(=NN=C2)C(=O)N)N1C[C@H]1OCC1)F (2-((4-((R)-2-(4-chloro-2-fluorophenyl)-2H-chromen-8-yl)piperidin-1-yl)methyl)-3-(((S)-oxetan-2-yl)methyl)-3H-imidazo[4,5-c]pyridin-6-yl)-4H-1,2,4-triazole-3-carboxamide